S(=O)(=O)([O-])[O-].[Ga+3].S(=O)(=O)([O-])[O-].S(=O)(=O)([O-])[O-].[Ga+3] gallium sulfate salt